((5-bromopentyl)oxy)(tert-butyl)diphenylsilane BrCCCCCO[Si](C1=CC=CC=C1)(C1=CC=CC=C1)C(C)(C)C